imidazo[1,5-a]pyrido[3,4-e]pyrazine-8-formamide C1=NC=C2N1C1=C(N=C2)C=NC(=C1)C(=O)N